ClC1=C(CC=2N(C(N(N2)C)=O)CC2CCC(CC2)C(F)(F)F)C=CC(=C1)F 5-(2-chloro-4-fluorobenzyl)-2-methyl-4-((4-(trifluoromethyl)cyclohexyl)methyl)-2,4-dihydro-3H-1,2,4-triazol-3-one